OC1(CCC1)C(=O)OCC1=CC=CC=C1 benzyl 1-hydroxycyclobutane-carboxylate